tert-Butyl 4-(3-(methoxycarbonyl)-4-nitrophenyl)hexahydropyrrolo[3,2-b]pyrrole-1(2H)-carboxylate COC(=O)C=1C=C(C=CC1[N+](=O)[O-])N1CCC2N(CCC21)C(=O)OC(C)(C)C